N1(N=CC=C1)CC1=CC2=C(C(=NO2)NS(=O)(=O)C=2C(=NC=CC2)OC)C2=C1CCCO2 N-(5-((1H-pyrazol-1-yl)methyl)-3,4-dihydro-2H-benzopyrano[8,7-d]isoxazol-9-yl)-2-methoxypyridine-3-sulfonamide